ClC1=C(OC2=CC=CC3=C2NC(=NS3(=O)=O)NCC3=CC(=NC=C3)O)C=CC=C1 5-(2-chlorophenoxy)-3-(((2-hydroxypyridin-4-yl)methyl)amino)-4H-benzo[e][1,2,4]thiadiazine 1,1-dioxide